CN1C=NC2=C1C=CC=C2N=C(C2=CC=CC=C2)C2=CC=CC=C2 N-(1-methyl-1H-benzo[d]imidazol-4-yl)-1,1-diphenylmethanimine